NC=1C=CC(=C(C#N)C1)OCC1=CC(=CC=C1)C(F)(F)F 5-amino-2-((3-(trifluoromethyl)benzyl)oxy)benzonitrile